ClC=1C=CC=C2C=C(NC12)C(=O)N1CC2(CC1C(=O)O)CCC(CC2)(F)F 2-(7-chloro-1H-indole-2-carbonyl)-8,8-difluoro-2-azaspiro[4.5]decane-3-carboxylic acid